2-(tetrahydropyran-4-oxy)pyridin-3-amine O1CCC(CC1)OC1=NC=CC=C1N